(3-methyl)N-(3-guanidinopropyl)glycine CC(CCNCC(=O)O)NC(=N)N